(S)-1-((S)-2-(4-Amino-3-chlorobenzamido)-3,3-dimethylbutanoyl)-N-((2R,3S)-2-ethoxy-5-oxotetrahydrofuran-3-yl)pyrrolidine-2-carboxamide NC1=C(C=C(C(=O)N[C@H](C(=O)N2[C@@H](CCC2)C(=O)N[C@@H]2[C@@H](OC(C2)=O)OCC)C(C)(C)C)C=C1)Cl